2-(4,4-difluoroazepan-1-yl)-N-(4-fluoro-3-(N'-hydroxyamidino)phenyl)-6-methylnicotinamide FC1(CCN(CCC1)C1=C(C(=O)NC2=CC(=C(C=C2)F)C(N)=NO)C=CC(=N1)C)F